tert-butyl N-[1-(2,6-dioxo-3-piperidyl)benzotriazol-5-yl]carbamate O=C1NC(CCC1N1N=NC2=C1C=CC(=C2)NC(OC(C)(C)C)=O)=O